(1-(tert-butyl)-3-((1R,3R)-3-(4,4-dimethyl-2,5-dioxoimidazolidin-1-yl)cyclopentyl)-1H-pyrazol-5-yl)carbamic acid benzyl ester C(C1=CC=CC=C1)OC(NC1=CC(=NN1C(C)(C)C)[C@H]1C[C@@H](CC1)N1C(NC(C1=O)(C)C)=O)=O